((1R,5S,6s)-3-oxabicyclo[3.1.0]hex-6-yl)-6-((3-(5-formylpyridin-2-yl)phenyl)amino)-8-(methylamino)imidazo[1,2-b]pyridazine-3-carboxamide [C@@H]12COC[C@H]2C1C=1N=C2N(N=C(C=C2NC)NC2=CC(=CC=C2)C2=NC=C(C=C2)C=O)C1C(=O)N